COC=1C(=NC(=C(C1)CCCCC)OC)CCNC(OC(C)(C)C)=O tert-butyl (2-(3,6-dimethoxy-5-pentylpyridin-2-yl)ethyl)carbamate